N1[C@@H](CCC1)C(=O)O L-PROLIN